(3as,5s,6as)-6-bromo-2H-cyclopenta[d]oxazole-5-carboxylic acid methyl ester COC(=O)C=1C(=C2C(=NCO2)C1)Br